FC(S(=O)(=O)OCC(CO[Si](C)(C)C(C)(C)C)(F)F)(F)F 3-((tert-butyldimethylsilyl)oxy)-2,2-difluoropropyl trifluoromethanesulfonate